2,1-diaziridine-1-carboxylate N1(NC1)C(=O)[O-]